C(C)(C)(C)O[C@@H]1[C@@H]([C@@H](C1)N(C)C(=O)OC(C)(C)C)C(=O)O (1R,2S,4R)-2-tert-butoxy-4-[tert-butoxycarbonyl(methyl)amino]cyclobutanecarboxylic acid